ClC=1C=C(C=C(C1)F)[C@H](CCO)O (S)-1-(3-chloro-5-fluorophenyl)propane-1,3-diol